3-(5-(8-(4,4-difluoropiperidin-1-yl)oct-1-yn-1-yl)benzofuran-3-yl)piperidine-2,6-dione FC1(CCN(CC1)CCCCCCC#CC=1C=CC2=C(C(=CO2)C2C(NC(CC2)=O)=O)C1)F